O=C1NC(CCC1C1=C(CN(C2CCN(CC2)C=2C(=CC3=C(C(C=4NC5=CC(=CC=C5C4C3=O)C#N)(C)C)C2)CC)C)C=CC=C1)=O 8-(4-((2-(2,6-dioxopiperidin-3-yl)benzyl)(methyl)amino)piperidin-1-yl)-9-ethyl-6,6-dimethyl-11-oxo-6,11-dihydro-5H-benzo[b]carbazole-3-carbonitrile